[Cl-].C(CCCCCCCCCCCCCC)[N+](CCC[Si](OCC)(OCC)OCC)(CC)CC pentadecyldiethyl-(3-triethoxysilylpropyl)ammonium chloride